C(C)(=O)OC(C(=O)[SiH](C#C)C(C)=O)OC(C)=O diacetoxydiacetyl-ethynyl-silane